methyl 6-{bis[(4-methoxyphenyl)methyl]amino}-1,2-diazine-3-carboxylate COC1=CC=C(C=C1)CN(C1=CC=C(N=N1)C(=O)OC)CC1=CC=C(C=C1)OC